C(C)(=O)[O-].C(C)(=O)[O-].C(C)(C)[Bi+2] Isopropylbismuth diacetate